4-(dimethylamino)-5-{2-[2-(7-methylquinoline-8-sulfonamido)phenyl]-ethynyl}pyridine-2-carboxylic acid CN(C1=CC(=NC=C1C#CC1=C(C=CC=C1)NS(=O)(=O)C=1C(=CC=C2C=CC=NC12)C)C(=O)O)C